C(C)(C)(C)OC(=O)N1C2CN(CC1CC2)C=2C=1N(N=CC2)C=C(N1)C1=CC(=NC=C1)OC 3-(2-(2-methoxypyridin-4-yl)imidazo[1,2-b]pyridazin-8-yl)-3,8-diazabicyclo[3.2.1]octane-8-carboxylic acid tert-butyl ester